Cl.ClC=1C=C(C=C(C1)F)CCN 2-(3-chloro-5-fluorophenyl)ethan-1-amine hydrochloride